6-morpholinopyridazine-3-carboxylic acid hydrochloride Cl.O1CCN(CC1)C1=CC=C(N=N1)C(=O)O